9-([1,1':2',1''-terphenyl]-2-yl)-2-chloro-9H-carbazole C1(=C(C=CC=C1)N1C2=CC=CC=C2C=2C=CC(=CC12)Cl)C=1C(=CC=CC1)C1=CC=CC=C1